C(#N)C1=CC=C(C=C1)NC(=O)NC=1C=C2C=CC=NC2=CC1 1-(4-cyanophenyl)-3-(quinolin-6-yl)urea